OC1(CCC(CC1)NC(O[C@@H]1C[C@@H](CC1)C1=CC(=NN1)NC(CC1=CC(=NC=C1)OC)=O)=O)C (1S,3R)-3-(3-{[(2-meth-oxypyridin-4-yl)acetyl]-amino}-1H-pyrazol-5-yl)cyclopentyl (cis-4-hydroxy-4-methylcyclohexyl)carbamate